3-[6-(Cyclopropylamino)-2-fluoropyridin-3-yl]-1-ethylpyrazole-4-carboxylic acid C1(CC1)NC1=CC=C(C(=N1)F)C1=NN(C=C1C(=O)O)CC